P(=O)(O)(O)O.C(CCCCCCCCCCC)=O lauraldehyde phosphate